N-(pentylphenyl)urea C(CCCC)C1=C(C=CC=C1)NC(=O)N